CC1=CC=C(C=C1)S(=O)(=O)[O-].C(C(=C)C)(=O)OCC[N+](C)(C)C 2-(methacryloyloxy)ethyl-trimethyl-ammonium para-toluenesulfonate